(R)-1',1'-Difluoro-3-(5-fluoro-6-methyl-1H-pyrazolo[3,4-b]pyridin-4-yl)-2-(5-fluoro-2-pyridyl)spiro[4,6-dihydropyrrolo[1,2-b]pyrazole-5,2'-cyclopropane] FC1([C@@]2(C1)CC=1N(N=C(C1C1=C3C(=NC(=C1F)C)NN=C3)C3=NC=C(C=C3)F)C2)F